1,3-bis(2-(4-aminophenoxy)-4-tert-butylphenoxy)benzene NC1=CC=C(OC2=C(OC3=CC(=CC=C3)OC3=C(C=C(C=C3)C(C)(C)C)OC3=CC=C(C=C3)N)C=CC(=C2)C(C)(C)C)C=C1